5-amino-N-{4-[3-aminopiperidin-1-yl]-2,3-dihydrofuro[2,3-b]pyridin-5-yl}-2-(2,6-difluorophenyl)-1,3-thiazole-4-carboxamide NC1=C(N=C(S1)C1=C(C=CC=C1F)F)C(=O)NC=1C(=C2C(=NC1)OCC2)N2CC(CCC2)N